N-phenyl-N-((5-(5-(trifluoromethyl)-1,3,4-oxadiazol-2-yl)pyridin-2-yl)methyl)ethanesulfonamide C1(=CC=CC=C1)N(S(=O)(=O)CC)CC1=NC=C(C=C1)C=1OC(=NN1)C(F)(F)F